tert-butyl (1-(7-((2-(1H-pyrazol-1-yl)benzyl)amino)-3-isopropyl-1H-pyrazolo[4,3-d]pyrimidin-5-yl)piperidin-4-yl)carbamate N1(N=CC=C1)C1=C(CNC=2C3=C(N=C(N2)N2CCC(CC2)NC(OC(C)(C)C)=O)C(=NN3)C(C)C)C=CC=C1